C(C)(C)(C)OC(=O)N1[C@@H](CCCCC1)C(=O)O (2S)-1-(tert-butoxycarbonyl)azepane-2-carboxylic acid